Cl.C1NCC12CCC(CC2)N2CC(C2)N2CCC(CC2)N2N=C(C=1C2=NC=NC1N)C1=CC=C(C=C1)OC1=CC=CC=C1 1-(1-(1-(2-azaspiro[3.5]nonan-7-yl)azetidin-3-yl)piperidin-4-yl)-3-(4-phenoxyphenyl)-1H-pyrazolo[3,4-d]pyrimidin-4-amine hydrochloride